C(=O)(O)CC1(OB(OC(C1)=O)[C@H](CC1=C(C(=CC=C1)C(=O)OCOC(C(CC)CC)=O)O)NC(CC)=O)C(=O)O (carboxymethyl)-2-((R)-2-(3-((((2-ethylbutanoyl)oxy)methoxy)carbonyl)-2-hydroxyphenyl)-1-propionamidoethyl)-6-oxo-1,3,2-dioxaborinane-4-carboxylic acid